CC1=NSC=C1C1=CN=C(N1)C1N(CCCC1)C(C(C)SC)=O 1-(2-(5-(3-Methylisothiazol-4-yl)-1H-imidazol-2-yl)piperidin-1-yl)-2-(methylsulfanyl)propan-1-one